ethyl (E)-4-((E)-benzylidene)-2-methyldeca-2-enoate C(/C1=CC=CC=C1)=C(\C=C(\C(=O)OCC)/C)/CCCCCC